FC1=CC2=C(NC(=N2)CCC2=CC3=CC=CC=C3C=C2)C=C1 5-fluoro-2-(2-naphthylethyl)-1H-benzimidazole